Ethyl 3-[4-[2-[2-fluoro-5-[(4,6,7-trifluoro-1H-indazol-5-yl)oxy]phenyl]-1H-imidazol-4-yl]-4-methyl-chroman-8-yl]propanoate FC1=C(C=C(C=C1)OC=1C(=C2C=NNC2=C(C1F)F)F)C=1NC=C(N1)C1(CCOC2=C(C=CC=C12)CCC(=O)OCC)C